2-((3,5-dichloro-2-fluoro-4-(4-hydroxy-3-isopropylbenzyl)phenyl)thio)acetic acid ClC=1C(=C(C=C(C1CC1=CC(=C(C=C1)O)C(C)C)Cl)SCC(=O)O)F